Cl.C1(CC1)[C@@H](C(F)(F)F)N (S)-1-cyclopropyl-2,2,2-trifluoroethaneamine hydrochloride